chloro-4-((5-chloro-3-iodopyrazin-2-yl)thio)pyridin-2-amine ClC=1C(=NC=CC1SC1=NC=C(N=C1I)Cl)N